5-phenyl-12-(6-(9H-carbazole-9-yl)pyridine-2-yl)-5H,12H-indolo[3,2-a]carbazole C1(=CC=CC=C1)N1C2=CC=CC=C2C=2C1=CC=C1C3=CC=CC=C3N(C21)C2=NC(=CC=C2)N2C1=CC=CC=C1C=1C=CC=CC21